CC1(OB(OC1(C)C)C=1C(=NC=CC1)CC(=O)OCC)C ethyl 2-(3-(4,4,5,5-tetramethyl-1,3,2-dioxaborolan-2-yl)pyridin-2-yl)acetate